ClC1=NC=CC(=C1Cl)SC=1C=2N(C(=NC1)N1CCC3([C@@H]([C@@H](OC3)C)N)CC1)C=NN2 (3S,4S)-8-(8-((2,3-dichloropyridin-4-yl)thio)-[1,2,4]triazolo[4,3-c]pyrimidin-5-yl)-3-methyl-2-oxa-8-azaspiro[4.5]decan-4-amine